FC1=CC(=NC=C1)B(O)O 4-FLUOROPYRIDINE-2-BORONIC ACID